N-{4-[4-(4-chlorophenyl)-1-[2-(4-methylpiperazin-1-yl)-2-oxoethyl]-1H-imidazol-5-yl]pyridin-2-yl}benzamide ClC1=CC=C(C=C1)C=1N=CN(C1C1=CC(=NC=C1)NC(C1=CC=CC=C1)=O)CC(=O)N1CCN(CC1)C